Racemic-(5R,7R,8R)-8-amino-7-methyl-2-azaspiro[4.5]Decane-2-carboxylic acid tert-butyl ester C(C)(C)(C)OC(=O)N1C[C@@]2(CC1)C[C@H]([C@@H](CC2)N)C |r|